FC(C=1C=CC(=NC1)N1CC2(C1)CN(CC2)C(=O)OC(C)(C)C)(F)F tert-butyl 2-(5-(trifluoromethyl)pyridin-2-yl)-2,6-diazaspiro[3.4]octane-6-carboxylate